methyl (Z)-5-((2-tosylhydrazineylidene)methyl)thiophene-3-carboxylate S(=O)(=O)(C1=CC=C(C)C=C1)N\N=C/C1=CC(=CS1)C(=O)OC